C(CC(C)C(=O)N)C(=O)N butane-1,3-dicarboxamide